(2,6-Dichloropyridin-4-yl)methyl (S)-2-amino-3-(benzo[b]thiophen-3-yl)propanoate hydrochloride Cl.N[C@H](C(=O)OCC1=CC(=NC(=C1)Cl)Cl)CC=1C2=C(SC1)C=CC=C2